FC1(CC(C1)N1C(=NC2=NC=C(C=C21)C=2C=CN1N=C(N=CC12)N[C@@H]1C[C@@H](C1)N(C)C)C)F cis-N1-(5-(1-(3,3-difluorocyclobutyl)-2-methyl-1H-imidazo[4,5-b]pyridin-6-yl)pyrrolo[2,1-f][1,2,4]triazin-2-yl)-N3,N3-dimethylcyclobutane-1,3-diamine